2,5-dimethyl-2,5-hexynediol CC(C)(C#CC(C)(O)C)O